FC(CCN1N=C(C=C1)C(=O)N)(F)F 1-(3,3,3-trifluoropropyl)-1H-pyrazole-3-carboxamide